C(C)N1C2=C([C@@H]([C@@H](C1=O)NC(C1=CC(=CC=C1)C(F)(F)F)=O)C1=CC=C(C=C1)F)C(=NN2C2=CC=CC=C2)CN2CCOCC2 N-[(4S,5S)-7-ethyl-4-(4-fluorophenyl)-3-[(morpholin-4-yl)methyl]-6-oxo-1-phenyl-1H,4H,5H,6H,7H-pyrazolo[3,4-b]pyridin-5-yl]-3-(trifluoromethyl)benzamide